O=C([C@H](O)[C@@H](O)[C@@H](O)[C@H](O)CO)O galactonic acid